NC=1SC(=CN1)OC1=CC=C(C#N)C=C1 4-(2-aminothiazol-5-yl)oxybenzonitrile